CC(C(=O)OC(CO)F)=C (1-fluoro-2-hydroxyethyl) 2-methylprop-2-enoate